(2-chlorophenyl)(4-((5-methyl-4-nitro-1-trityl-1H-pyrazol-3-yl)amino)-6-morpholinopyridin-3-yl)methanone ClC1=C(C=CC=C1)C(=O)C=1C=NC(=CC1NC1=NN(C(=C1[N+](=O)[O-])C)C(C1=CC=CC=C1)(C1=CC=CC=C1)C1=CC=CC=C1)N1CCOCC1